CC1([C@H]2CN[C@@H]([C@@H]12)C(=O)[O-])C.[Na+].BrC=1C=CC(=NC1)C#CCOC 5-bromo-2-(3-methoxyprop-1-yn-1-yl)pyridine sodium (1r,2S,5S)-6,6-dimethyl-3-azabicyclo[3.1.0]hexane-2-carboxylate